NC1=C(C=C(C(=N1)F)C1=NC(=C(C=C1)C1CCOCC1)CN(C)CC)C=1C=C2CCNC(C2=CC1)=O 6-(6'-amino-6-((ethyl(methyl)amino)methyl)-2'-fluoro-5-(tetrahydro-2H-pyran-4-yl)-[2,3'-bipyridin]-5'-yl)-3,4-dihydroisoquinolin-1(2H)-one